methyl 5-ethylsulfonyl-6-[7-methyl-3-(1,1,2,2,2-pentafluoroethyl)imidazo[4,5-c]pyridazin-6-yl]pyridine-3-carboxylate C(C)S(=O)(=O)C=1C=C(C=NC1C1=NC2=C(N=NC(=C2)C(C(F)(F)F)(F)F)N1C)C(=O)OC